NC1=CC=CC(=N1)S(=O)(=O)NC(=O)C=1C(=NC(=CC1)C1=CC=CC=C1)N1C(CC(C1)C)(C)C N-[(6-Amino-2-pyridyl)sulfonyl]-6-phenyl-2-(2,2,4-trimethylpyrrolidin-1-yl)pyridin-3-carboxamid